N-(1-oxo-1,3-dihydroisobenzofuran-5-yl)nicotinamide O=C1OCC2=CC(=CC=C12)NC(C1=CN=CC=C1)=O